N,N-dimethylethylcyclohexyl-ammonium hydroxide [OH-].C[N+](C)(C1CCCCC1)CC